ClC1=NC=CC=C1SC1=NC2=CC=C(C=C2C=C1)NC(C1=NC=CC(=C1O)OC)=O N-(2-((2-chloropyridin-3-yl)thio)quinolin-6-yl)-3-hydroxy-4-methoxypicolinamide